C(#N)C1=C(C=C(C=C1)NC(=O)[N-]C1=C[N+](=NO1)CC1=CC=C(C=C1)C1=C(C=NN1C)C)C(F)(F)F ((4-Cyano-3-(trifluoromethyl)phenyl)-carbamoyl)(3-(4-(1,4-dimethyl-1H-pyrazol-5-yl)benzyl)-1,2,3-oxadiazol-3-ium-5-yl)amide